(S)-5-(1-(3-(ethoxymethyl)-3-(2-(thiophen-2-yl)ethyl)pyrrolidin-1-yl)cyclopropyl)-2-methylpyridine C(C)OC[C@@]1(CN(CC1)C1(CC1)C=1C=CC(=NC1)C)CCC=1SC=CC1